N-(4-(4-(4-methylpiperazin-1-yl)piperidin-1-yl)phenyl)-4-(3-phenylisoxazolidin-2-yl)-5-(trifluoromethyl)pyrimidin-2-amine CN1CCN(CC1)C1CCN(CC1)C1=CC=C(C=C1)NC1=NC=C(C(=N1)N1OCCC1C1=CC=CC=C1)C(F)(F)F